5-chloro-8-((4-fluoro-1-((1R,2R)-2-fluorocyclopropyl)-1H-indol-6-yl)sulfonyl)-3-hydroxyquinazoline-2,4(1H,3H)-dione ClC1=C2C(N(C(NC2=C(C=C1)S(=O)(=O)C1=CC(=C2C=CN(C2=C1)[C@H]1[C@@H](C1)F)F)=O)O)=O